1-[2-(3,4-epoxycyclohexyl)ethyl]-17-norbornanyl-1,1,3,3,5,5,7,7,9,9,11,11,13,13,15,15,17,17-octadecamethylnonasiloxane C1(CC2C(CC1)O2)CC[Si](O[Si](O[Si](O[Si](O[Si](O[Si](O[Si](O[Si](O[Si](C)(C)C21CCC(CC2)C1)(C)C)(C)C)(C)C)(C)C)(C)C)(C)C)(C)C)(C)C